N,N'-diallyl-oxalamide C(C=C)NC(C(=O)NCC=C)=O